N-((4R,5S)-1-ethyl-3,3-difluoro-5-methylpiperidin-4-yl)-6-(3-((2-methoxy-4-(methylsulfonyl)phenyl)amino)prop-1-yn-1-yl)-1-(2,2,2-trifluoroethyl)-1H-benzo[d]imidazole-4-carboxamide C(C)N1CC([C@@H]([C@H](C1)C)NC(=O)C1=CC(=CC=2N(C=NC21)CC(F)(F)F)C#CCNC2=C(C=C(C=C2)S(=O)(=O)C)OC)(F)F